6-chlorospiro[2H-imidazo[1,5-a]pyridine-3,1'-cyclopentane]-1,5-dione ClC1=CC=C2N(C1=O)C1(CCCC1)NC2=O